OCC(COCCCCCCCCCCCCCCCCCC)OCC1=C(C=C(C#N)C=C1)OC 4-(((1-hydroxy-3-(octadecyloxy)propan-2-yl)oxy)methyl)-3-methoxybenzonitrile